3-[5-[3-[(2S)-2-(aminomethyl)morpholin-4-yl]propyl]-3-methyl-2-oxo-benzimidazol-1-yl]piperidine-2,6-dione NC[C@H]1CN(CCO1)CCCC1=CC2=C(N(C(N2C)=O)C2C(NC(CC2)=O)=O)C=C1